[C@H]12COC[C@@H]2C1NC1=NC=2N(C(=N1)NC1CCN(CC1)C(=O)OC(C)(C)C)N=CC2C(C)C tert-butyl 4-((2-(((1R,5S,6r)-3-oxabicyclo[3.1.0]hexan-6-yl)amino)-8-isopropylpyrazolo[1,5-a][1,3,5]triazin-4-yl)amino)piperidine-1-carboxylate